C(CCC)OC(=O)C1=NC=2CCC[C@@H](C2C=C1)N(CCC1=C(C=CC=C1)O)CCC1=CC=C(C=C1)C(=O)OCCCC Butyl-(5S)-5-({2-[4-(butoxycarbonyl)phenyl]ethyl} [2-(2-hydroxyphenyl)ethyl]amino)-5,6,7,8-tetrahydrochinolin-2-carboxylat